4-(6-(4-acrylamidophenyl)-4-amino-7-methyl-7H-pyrrolo[2,3-d]pyrimidin-5-yl)-N-cyclobutyl-2-methoxybenzamide C(C=C)(=O)NC1=CC=C(C=C1)C1=C(C2=C(N=CN=C2N)N1C)C1=CC(=C(C(=O)NC2CCC2)C=C1)OC